C(C)(C)(C)OC(=O)N[C@H](C(=O)OCC(CCCCCCCCC)CCCCCCCCC)CC1=CC(=CC(=C1)F)F 2-Nonylundecyl (S)-2-((tert-butoxycarbonyl)amino)-3-(3,5-difluorophenyl)propanoate